C1N(CCC2=CC=CC=C12)[C@H]1[C@H](O[C@@H]2OC(O[C@@H]21)(C)C)[C@@H](CO)O (R)-1-((3aR,5S,6S,6aR)-6-(3,4-dihydroisoquinolin-2(1H)-yl)-2,2-dimethyltetrahydrofuro[2,3-d][1,3]dioxol-5-yl)ethane-1,2-diol